ClC=1C=C(C=C(C1)NS(=O)(=O)C)C=1N(C(=CC1C(=O)N)C1=NC=C(C=C1)N1CC(C1)(F)F)C (3-chloro-5-methanesulfonamidophenyl)-5-[5-(3,3-difluoroazetidin-1-yl)pyridin-2-yl]-1-methyl-1H-pyrrole-3-carboxamide